Methyl 5-amino-4-(cyclopropylamino)-2-fluorobenzoate NC=1C(=CC(=C(C(=O)OC)C1)F)NC1CC1